CN1N=CNC1=S methyl-2,4-dihydro-3H-1,2,4-triazole-3-thione